2-(2-(3-bromophenyl)-2-cyclopentylacetyl)-N-methylhydrazine-1-carbothioamide BrC=1C=C(C=CC1)C(C(=O)NNC(NC)=S)C1CCCC1